ClC(OC1=CC=C(C=C1)NC(=O)C1=CC(=C2C(=C1)NC(C21CCS(CC1)(=O)=O)=O)C=1C=NC=CC1)(F)F N-(4-(chlorodifluoromethoxy)phenyl)-2-oxo-4-(pyridin-3-yl)-2',3',5',6'-tetrahydrospiro[indoline-3,4'-thiopyran]-6-carboxamide 1',1'-dioxide